ClC1=C(C(=C(C2=C1OC(O2)(C)[C@@H]2CC[C@H](CC2)N(C)C)C)C(=O)OC)\C=C\OCC methyl 7-chloro-2-(trans-4-(dimethylamino)cyclohexyl)-6-((E)-2-ethoxyvinyl)-2,4-dimethylbenzo[d][1,3]dioxole-5-carboxylate